2-(1H-pyrazol-5-yl)acetic acid hydrochloride Cl.N1N=CC=C1CC(=O)O